Cl.O1[C@@H](COCC1)CN (R)-(1,4-dioxan-2-yl)methylamine hydrochloride